tris(4-carbazole-9-ylphenyl)amine C1=CC=CC=2C3=CC=CC=C3N(C12)C1=CC=C(C=C1)N(C1=CC=C(C=C1)N1C2=CC=CC=C2C=2C=CC=CC12)C1=CC=C(C=C1)N1C2=CC=CC=C2C=2C=CC=CC12